NC1=C(C)C(=CC(=C1)[N+](=O)[O-])[N+](=O)[O-] 2-amino-4,6-dinitrotoluene